methyl-quinoline-4-carboxylic acid CC1=NC2=CC=CC=C2C(=C1)C(=O)O